3-[5-(4-aminoanilino)-3-methyl-2-oxo-benzimidazol-1-yl]piperidine-2,6-dione NC1=CC=C(NC2=CC3=C(N(C(N3C)=O)C3C(NC(CC3)=O)=O)C=C2)C=C1